ClC1=C(C=CC2=C1N(C(=N2)OC2COCC2)C)SC=2N=CC(=NC2)N2CCC1([C@@H]([C@@H](OC1)C)N)CC2 (3S,4S)-8-(5-((7-chloro-1-methyl-2-((tetrahydrofuran-3-yl)oxy)-1H-benzo[d]imidazole-6-yl)thio)pyrazin-2-yl)-3-methyl-2-oxa-8-azaspiro[4.5]decan-4-amine